C(C)(C)(C)OC(=O)N(C(OC(C)(C)C)=O)CCCCN(C1CCC(CC1)C)C1=C2CN(C(C2=CC=C1)=O)C1C(NC(CC1)=O)=O tert-butyl (tert-butoxycarbonyl)(4-((2-(2,6-dioxopiperidin-3-yl)-1-oxoisoindolin-4-yl)((1r,4r)-4-methylcyclohexyl)amino)butyl)carbamate